C1(=CC=CC2=CC=CC=C12)[SiH]1C=CC=C1 NAPHTHYL-SILOLE